2-Methyl-4-[(5-nitrofuran-2-yl)methyl]-1-[4-(trifluoromethyl)phenyl]piperazine CC1N(CCN(C1)CC=1OC(=CC1)[N+](=O)[O-])C1=CC=C(C=C1)C(F)(F)F